1-(2-(1-methyl-1H-imidazo[1,2-b]pyrazole-7-carbonyl)-2-azaspiro[3.3]heptan-6-yl)-3-(3-(S-(trifluoromethyl)sulfonimidoyl)phenyl)urea CN1C=CN2N=CC(=C21)C(=O)N2CC1(C2)CC(C1)NC(=O)NC1=CC(=CC=C1)S(=O)(=N)C(F)(F)F